N-(2,2,6,6-tetramethyl-piperidin-4-yl)stearamide CC1(NC(CC(C1)NC(CCCCCCCCCCCCCCCCC)=O)(C)C)C